linoleic chloride C(CCCCCCC\C=C/C\C=C/CCCCC)(=O)Cl